CC1=CC=C(C=C1)S(=O)(=O)OC1CCC(CC1)NC(=O)OC(C)(C)C 4-((tert-Butoxycarbonyl)amino)cyclohexyl 4-methylbenzenesulfonate